CN1N=CC(=C1C)S(=O)(=O)N1CCC(CC1)C1=CC=2N(C=C1C)N=CN2 7-(1-((1,5-dimethyl-1H-pyrazol-4-yl)sulfonyl)piperidin-4-yl)-6-methyl-[1,2,4]triazolo[1,5-a]pyridine